N'-(2-chloro-5-methyl-4-((4-(trifluoromethoxy)phenyl)amino)phenyl)-N-ethyl-N-methylformimidamide ClC1=C(C=C(C(=C1)NC1=CC=C(C=C1)OC(F)(F)F)C)N=CN(C)CC